((1r,4r)-4-(((2-((2-(1-(Cyclopropylsulfonyl)-1H-pyrazol-4-yl)pyrimidin-4-yl)amino)-5-((1-methylcyclopropyl)ethynyl)pyridin-4-yl)amino)methyl)cyclohexyl)methanol C1(CC1)S(=O)(=O)N1N=CC(=C1)C1=NC=CC(=N1)NC1=NC=C(C(=C1)NCC1CCC(CC1)CO)C#CC1(CC1)C